1-(hydroxymethyl)cyclobutane-1-carboxamide OCC1(CCC1)C(=O)N